FC=1C(=NC=C(C1)NC1CN(C1)CCCF)[C@H]1N([C@@H](CC2=C3C(=CC=C12)N(CO3)C(C3=CC=CC=C3)(C3=CC=CC=C3)C3=CC=CC=C3)C)CC(F)(F)F (6S,8R)-6-(3-Fluoro-5-((1-(3-Fluoropropyl)azetidin-3-yl)amino)pyridin-2-yl)-8-Methyl-7-(2,2,2-trifluoroethyl)-3-trityl-6,7,8,9-tetrahydrooxazolo[5,4-f]isoquinoline